ClC1=CC=C(C=C1)C#CC=1N=NNC1C(=O)O 4-((4-chlorophenyl)ethynyl)-1H-1,2,3-triazole-5-carboxylic acid